[2H]C(N1C2=C(C3C(CC1=O)C3)C=C(C=C2)S(=O)(=O)C)([2H])[2H] 4-trideuteriomethyl-7-(methylsulfonyl)-1,1a,2,8b-tetrahydrobenzo[b]cyclopropa[d]azepin-3(4H)-one